O=C1N(OCC1)CCCC1CC2CCC(C1)N2C(=O)OC(C)(C)C tert-Butyl 3-(3-(3-oxoisoxazolidin-2-yl)propyl)-8-azabicyclo[3.2.1]octane-8-carboxylate